BrC=1C=CC(=C(C1)NC(=O)C=1SC=CC1)OCCOC N-(5-bromo-2-(2-methoxyethoxy)phenyl)thiophene-2-carboxamide